tert-butyl ((1R,3R)-3-(16-hydroxy-2,5,8,11,14-pentaoxahexadecyl)cyclobutyl)carbamate OCCOCCOCCOCCOCCOCC1CC(C1)NC(OC(C)(C)C)=O